N-propargyl-isatoic anhydride C(C#C)N1C=2C(C(=O)OC1=O)=CC=CC2